5-[[4-chloro-5-[[3-[3-[[2-chloro-5-[(5-cyano-3-pyridyl)methoxy]-4-formyl-phenoxy]methyl]-2-methyl-phenyl]-2-methyl-phenyl]methoxy]-2-formyl-phenoxy]methyl]pyridine-3-carbonitrile ClC1=CC(=C(OCC=2C=C(C=NC2)C#N)C=C1OCC1=C(C(=CC=C1)C1=C(C(=CC=C1)COC1=C(C=C(C(=C1)OCC=1C=NC=C(C1)C#N)C=O)Cl)C)C)C=O